BrCC(CC1=C(C=C(C=C1)C)C)=O 1-bromo-3-(2,4-dimethyl-phenyl)propan-2-one